(6-methylthiazolo[5,4]pyridin-2-yl)carbamic acid tert-butyl ester C(C)(C)(C)OC(NC=1SC=2C=C(C=NC2N1)C)=O